(Z)-2-fluoro-3-(pyridazin-2-yl)acrylic acid F\C(\C(=O)O)=C/N1NC=CC=C1